ClC1=CC=C(C(=O)C=2C=C(NC2)C(=O)[O-])C=C1 4-(4-chlorobenzoyl)-1H-pyrrole-2-carboxylate